CC1(C(=CCC1C)C)CC(=O)OCC ethyl (1,2,5-trimethyl-2-cyclopentenyl)acetate